C[C@@H]1N([C@H](CNC1)C)C1=NC=C(C=N1)C#N 2-[(2S,6S)-2,6-dimethylpiperazin-1-yl]pyrimidine-5-carbonitrile